2,6-Bis-(isocyanatomethyl)-bicyclo[2.2.1]heptan N(=C=O)CC1C2C(CC(C1)C2)CN=C=O